5,7-dihydroxy-1-isopropyl-3-methyl-1H-pyrazolo[4,3-b]pyridine-6-carboxylic acid methyl ester COC(=O)C=1C(=C2C(=NC1O)C(=NN2C(C)C)C)O